6-trifluoromethyl-3-(3,5,6-trifluoro-2-pyridinyl)-1H-pyrimidine-2,4-dione FC(C1=CC(N(C(N1)=O)C1=NC(=C(C=C1F)F)F)=O)(F)F